5-methyl-1,3,4-oxadiazolone CC1=NNC(O1)=O